ClC=1C=C(C(=O)OC)C=C(C1OC)S(NC1=C(C=CC(=C1)C1=C(C=CC=C1)OCCO)C(F)(F)F)(=O)=O methyl 3-chloro-5-[[5-[2-(2-hydroxyethoxy) phenyl]-2-(trifluoromethyl) phenyl] sulfamoyl]-4-methoxybenzoate